1-isopropyl-3-(2,3,4-trifluorophenyl)-5-methyl-pyrazol-4-ol C(C)(C)N1N=C(C(=C1C)O)C1=C(C(=C(C=C1)F)F)F